FC1=C(C=CC(=C1)C1=CN=C2C(=N1)N(N=N2)CC2=CC1=CN(N=C1C=C2F)C)P(C)(C)=O (2-fluoro-4-(1-((6-fluoro-2-methyl-2H-indazol-5-yl)methyl)-1H-[1,2,3]triazolo[4,5-b]pyrazin-6-yl)phenyl)-dimethylphosphine oxide